ClC=1C(=C(C(=CC1)N1N=NC(=C1)C(F)(F)F)C1=CC=NC=C1OC)F 4-{3-chloro-2-fluoro-6-[4-(trifluoromethyl)-1H-1,2,3-triazol-1-yl]Phenyl}-5-methylOxypyridine